2-(6-{5-chloro-2-[(oxan-4-yl)amino]pyrimidin-4-yl}-1-oxo-2,3-dihydro-1H-isoindol-2-yl)-N-[(2-methoxyphenyl)methyl]-acetamide ClC=1C(=NC(=NC1)NC1CCOCC1)C1=CC=C2CN(C(C2=C1)=O)CC(=O)NCC1=C(C=CC=C1)OC